C(#N)C(C(=O)NCCNC(C=C)=O)=C1C2=CC=CC=C2SC=2C=CC=CC12 N-(2-(2-cyano-2-(9H-thioxanthen-9-ylidene)acetamido)ethyl)acrylamide